C(=O)C1=CN(C2=NC(=CC=C21)B(O)O)C (3-formyl-1-methyl-pyrrolo[2,3-b]pyridin-6-yl)boronic acid